1-[(3R)-5,5-difluoropiperidin-3-yl]pyrrolidin-2-one, hydrochloride salt Cl.FC1(C[C@H](CNC1)N1C(CCC1)=O)F